3-[(2-tert-Butoxycarbonyl-2-azabicyclo[2.2.1]heptan-5-yl)oxy]-5-(5-methylthiazol-2-yl)benzoic acid C(C)(C)(C)OC(=O)N1C2CC(C(C1)C2)OC=2C=C(C(=O)O)C=C(C2)C=2SC(=CN2)C